4,4-bis(hydroxyphenyl)butyric acid OC1=C(C=CC=C1)C(CCC(=O)O)C1=C(C=CC=C1)O